3-Hydroxy-butyraldehyde OC(CC=O)C